5-((2-(4-((2-(3-Chlorophenyl)propan-2-yl)amino)butoxy)ethyl)amino)benzo[c][2,6]naphthyridine-8-carboxamide ClC=1C=C(C=CC1)C(C)(C)NCCCCOCCNC1=NC2=C(C3=CN=CC=C13)C=CC(=C2)C(=O)N